5-Bromo-N-(5-chloro-2-hydroxy-3-(3-hydroxyazetidine-1-carbonyl)phenyl)-2-methoxybenzenesulfonamide BrC=1C=CC(=C(C1)S(=O)(=O)NC1=C(C(=CC(=C1)Cl)C(=O)N1CC(C1)O)O)OC